CC1=NC(=CC=C1O[C@@H]1C[C@@H](CCC1)C(=O)OC)C=1N=NN(C1COC(=O)OC1=CC=C(C=C1)[N+](=O)[O-])C Methyl (1R,3S)-3-((2-methyl-6-(1-methyl-5-((((4-nitrophenoxy) carbonyl)oxy)methyl)-1H-1,2,3-triazol-4-yl) pyridin-3-yl)oxy)cyclohexane-1-carboxylate